((2,3-bis(((3-morpholinopropyl)carbamoyl)oxy)butane-1,4-diyl)bis(oxy))bis-(heptane-7,1-diyl) didodecanoate C(CCCCCCCCCCC)(=O)OCCCCCCCOCC(C(COCCCCCCCOC(CCCCCCCCCCC)=O)OC(NCCCN1CCOCC1)=O)OC(NCCCN1CCOCC1)=O